5-acetamido-6-formylamino-3-methyluracil C(C)(=O)NC=1C(N(C(NC1NC=O)=O)C)=O